FC1=CC=C(S1)C=1CCN([C@@H](C1)C1=CC=C(C=C1)C(=O)OC)C(=O)OCC1=CC=CC=C1 benzyl (S)-4-(5-fluorothiophen-2-yl)-6-(4-(methoxycarbonyl) phenyl)-3,6-dihydropyridine-1(2H)-carboxylate